(1s,2s,5r)-N-[2-(3,4-difluorophenyl)-2-oxo-ethyl]-1-hydroxy-2-isopropyl-5-methyl-cyclohexanecarboxamide FC=1C=C(C=CC1F)C(CNC(=O)[C@]1([C@@H](CC[C@H](C1)C)C(C)C)O)=O